2,2-bis(3-methyl-4-aminocyclohexyl)propane 4-chlorobenzyl-(S)-(4-(1-(1,3-dimethyl-1H-pyrazole-5-carboxamido)eth-yl)phenyl)carbamate ClC1=CC=C(CN(C(O)=O)C2=CC=C(C=C2)[C@H](C)NC(=O)C2=CC(=NN2C)C)C=C1.CC1CC(CCC1N)C(C)(C)C1CC(C(CC1)N)C